2-methyl-5-[8-phenyl-6-azaspiro[3.4]octane-6-carbonyl]-4H-1,2,4-triazol-3-one CN1N=C(NC1=O)C(=O)N1CC2(CCC2)C(C1)C1=CC=CC=C1